N-BOCthienopyrimidinone C(=O)(OC(C)(C)C)N1CN=CC2=C1C=CS2=O